perfluorocarbenephenol FC1(C(C(=C(C(=C1F)F)F)F)=C(F)F)O